C(C)(=O)O[C@@H](C(Cl)(Cl)Cl)C1=CC=CC=C1 |r| (+/-)-2,2,2-trichloro-1-phenylethyl acetate